NC1=C(SC=2N=C(SC21)C)C(=O)NC2CC=1C=CC(=NC1CC2)N2CC1C(C2)C(CN1)(F)F 6-amino-N-(2-{3,3-difluoro-octahydropyrrolo[2,3-c]pyrrol-5-yl}-5,6,7,8-tetrahydroquinolin-6-yl)-2-methylthieno[2,3-d][1,3]thiazole-5-carboxamide